C(CCCCCCCCCCC\C=C/CCCCCCCC)(=O)NN(C)C erucamidodimethylamine